1,4-dihydroisoquinolin-3(2H)-one C1NC(CC2=CC=CC=C12)=O